[Si](C)(C)(C(C)(C)C)N=[S@](=O)(NCC)C1=CC=C(C=C1)NC=1N=CC2=CC=NC(=C2C1)C=1C(=C2C=NN(C2=CC1)CC(C(F)(F)F)(C(F)(F)F)O)C (R)-N'-(tert-butyldimethylsilyl)-N-ethyl-4-((5-(4-methyl-1-(3,3,3-trifluoro-2-hydroxy-2-(trifluoromethyl)propyl)-1H-indazol-5-yl)-2,6-naphthyridin-3-yl)amino)benzenesulfonimidamide